1-(3-(6-chloro-7-fluoro-5-methoxy-1-methyl-3-(1H-pyrazol-4-yl)-1H-indol-2-yl)-1H-1,2,4-triazol-5-yl)-N,N-dimethylethan-1-amine ClC1=C(C=C2C(=C(N(C2=C1F)C)C1=NNC(=N1)C(C)N(C)C)C=1C=NNC1)OC